FC(OC1=C(C=C(C(=O)NCC=2C(=NC=NC2)OC)C=C1)F)F 4-(difluoromethoxy)-3-fluoro-N-[(4-methoxypyrimidin-5-yl)methyl]benzamide